S(=O)(=O)=C(C(=O)C1=CC=CC=C1)F sulfonylfluoroacetophenone